COC=1N=C(C2=C(N1)C(=CS2)C)N2CCC(CC2)NCCCC=2C=NC=CC2C 1-(2-Methoxy-7-methylthieno[3,2-d]pyrimidin-4-yl)-N-(3-(4-methylpyridin-3-yl)propyl)piperidin-4-amine